N-methoxy-pyridine-2-carboxamide CONC(=O)C1=NC=CC=C1